4,5-difluorobenzo[d]oxazole-2-thiol FC1=C(C=CC2=C1N=C(O2)S)F